4-bromo-5-chloro-1-fluoronaphthalen-2-amine BrC1=CC(=C(C2=CC=CC(=C12)Cl)F)N